(((1-(methylsulfonyl)cyclopropyl)methoxy)methyl)benzene CS(=O)(=O)C1(CC1)COCC1=CC=CC=C1